2-(4,6-diphenyl-1,3,5-triazin-2-yl)-5-ethyloxyphenol C1(=CC=CC=C1)C1=NC(=NC(=N1)C1=CC=CC=C1)C1=C(C=C(C=C1)OCC)O